3-((5-(5-(difluoromethyl)-1,3,4-oxadiazol-2-yl)pyrimidin-2-yl)methyl)-1-phenylimidazolidin-2,4-dione FC(C1=NN=C(O1)C=1C=NC(=NC1)CN1C(N(CC1=O)C1=CC=CC=C1)=O)F